6-(4-fluoro-3-methyl-phenyl)-3-methyl-1-(pyrazin-2-ylmethyl)imidazo[4,5-b]pyridin-2-one FC1=C(C=C(C=C1)C=1C=C2C(=NC1)N(C(N2CC2=NC=CN=C2)=O)C)C